methyl N-[5-[6-[4-(4-fluoro-3-methoxy-phenyl)-5,6-dihydro-1,2,4-oxadiazin-3-yl]imidazo[1,2-a]pyridin-3-yl]-2-pyridyl]carbamate FC1=C(C=C(C=C1)N1C(=NOCC1)C=1C=CC=2N(C1)C(=CN2)C=2C=CC(=NC2)NC(OC)=O)OC